C(#N)[C@@]1(CN(CC1)C(=O)NC=1SC(=C(N1)C1=CC(=CC=C1)C#N)C1=CC(=NC(=C1)C)C)C (3S)-3-cyano-N-[4-(3-cyanophenyl)-5-(2,6-dimethyl-4-pyridyl)thiazol-2-yl]-3-methyl-pyrrolidine-1-carboxamide